2-(2-bromo-4,6-difluorophenyl)propane-2-ol BrC1=C(C(=CC(=C1)F)F)C(C)(C)O